2,2'-bipyridine-4,4'-diboronic acid N1=C(C=C(C=C1)B(O)O)C1=NC=CC(=C1)B(O)O